CC([C@@H](C(=O)N1[C@@H]([C@H]2C([C@H]2C1)(C)C)C(=O)O)NC(=O)[C@H]1COCC1)(C)C (1R,2S,5S)-3-((S)-3,3-dimethyl-2-((R)-tetrahydrofuran-3-carboxamido)butanoyl)-6,6-dimethyl-3-azabicyclo[3.1.0]hexane-2-carboxylic acid